2-(6-(((1S,4S,5S,6R)-6-fluoro-2-methyl-2-azabicyclo[2.2.2]octan-5-yl)(methyl)amino)pyridazin-3-yl)-5-(4-methoxy-1,3,5-triazin-2-yl)phenol F[C@H]1[C@H]([C@@H]2CN([C@H]1CC2)C)N(C2=CC=C(N=N2)C2=C(C=C(C=C2)C2=NC=NC(=N2)OC)O)C